ClC=1C(=CC2=C(N(C(N=C2N2[C@H](CN(CC2)C(=O)OC(C)(C)C)C)=O)C=2C(=NC=CC2C)CC)N1)F (S)-tert-Butyl 4-(7-chloro-1-(2-ethyl-4-methylpyridin-3-yl)-6-fluoro-2-oxo-1,2-dihydropyrido[2,3-d]pyrimidin-4-yl)-3-methylpiperazine-1-carboxylate